tert-butyl (1R,5S,6s)-6-((5-chloro-4-(1-((2-(trimethylsilyl)ethoxy)methyl)-1H-indazol-3-yl)pyridin-2-yl)amino)-3-azabicyclo[3.1.0]hexane-3-carboxylate ClC=1C(=CC(=NC1)NC1[C@@H]2CN(C[C@H]12)C(=O)OC(C)(C)C)C1=NN(C2=CC=CC=C12)COCC[Si](C)(C)C